CC=1C=CC2=C(N=CO2)C1 5-methyl-1,3-benzoOxazole